2-(1-((R or S)-7-methyl-2-((S)-2-methylazetidin-1-yl)-6,7-dihydro-5H-Cyclopenta[d]pyrimidin-4-yl)azetidin-3-yl)acetic acid C[C@@H]1CCC2=C1N=C(N=C2N2CC(C2)CC(=O)O)N2[C@H](CC2)C |o1:1|